N[C@@H]1CN(CCC1)C(=O)C1=CC=CC=C1 (S)-(3-aminopiperidin-1-yl)(phenyl)methanone